[3-(Methacryloyloxy)propyl]trimethoxysilane C(C(=C)C)(=O)OCCC[Si](OC)(OC)OC